BrC=1C=CC2=C(N(C(=N2)C[C@H](C(=O)OC(C)(C)C)[C@@H]2CN(CC2)C(=O)OC(C)(C)C)C)C1 (R)-tert-butyl 3-((S)-3-(6-bromo-1-methyl-1H-benzo[d]imidazol-2-yl)-1-(tert-butoxy)-1-oxopropan-2-yl)pyrrolidine-1-carboxylate